ClC1=C(C=CC(=C1)C(F)(F)F)NC(CN1C=2N(C(C(=C1CC)N1CCN(CC1)C(C1=NC=CC=C1O)=O)=O)N=C(N2)C2=CC=1N(C=C2)N=CC1)=O N-(2-chloro-4-(trifluoromethyl)phenyl)-2-(5-ethyl-6-(4-(3-hydroxypicolinoyl)piperazin-1-yl)-7-oxo-2-(pyrazolo[1,5-a]pyridin-5-yl)-[1,2,4]triazolo[1,5-a]pyrimidin-4(7H)-yl)acetamide